ClC1=C(C=CC(=C1)Cl)[C@@H](C)NC=1C2=C(N=CN1)N=C(S2)SC (R)-N-(1-(2,4-dichlorophenyl)ethyl)-2-(methylthio)thiazolo[4,5-d]pyrimidin-7-amine